C(C)N1CCN(CC1)C1CCN(CC1)C1=C(C=C(N)C=C1F)F 4-(4-(4-ethylpiperazin-1-yl)piperidin-1-yl)-3,5-difluoroaniline